CC(C)(C)OC(=O)N1CC2=CC=CC(=C2CC1)[N+](=O)[O-] 5-nitro-1,2,3,4-tetrahydroisoquinoline-2-carboxylic acid 2-methylpropan-2-yl ester